propane-1,3-dioate C(CC(=O)[O-])(=O)[O-]